N-{(5S)-8-chloro-1-[trans-4-(pyridin-2-yloxy)cyclohexyl]-5,6-dihydro-4H-[1,2,4]triazolo[4,3-a][1]benzazepin-5-yl}-2,2-dimethylbutanamide ClC=1C=CC2=C(C[C@@H](CC=3N2C(=NN3)[C@@H]3CC[C@H](CC3)OC3=NC=CC=C3)NC(C(CC)(C)C)=O)C1